4-iodo-1-chloro-2-(4-ethoxybenzyl)benzene IC1=CC(=C(C=C1)Cl)CC1=CC=C(C=C1)OCC